NC(C)(C(CC(CCCCCCCCCCCCC)O)O)C 2-amino-2-methyloctadecane-3,5-diol